(4-(cyclopropylmethyl)morpholin-2-yl)carboxamide hydrochloride Cl.C1(CC1)CN1CC(OCC1)C(=O)N